C(C)C1=C(C(=CC(=C1)C)CC)C1C(N2N(CCOCC2)C1=O)=O 8-(2,6-Diethyl-4-methylphenyl)-tetrahydro-7H-pyrazolo[1,2-d][1,4,5]-oxadiazepine-7,9(8H)dione